BrC=1C(=CC2=C(N(C(N2CC2=NC=C(C=C2)C=2OC(=NN2)C(F)F)=O)[C@@H]2CN(CC2)C(=O)OC(C)(C)C)C1)F tert-butyl (S)-3-(6-bromo-3-((5-(5-(difluoromethyl)-1,3,4-oxadiazole-2-yl)pyridine-2-yl)methyl)-5-fluoro-2-oxo-2,3-dihydro-1H-benzo[d]imidazole-1-yl)pyrrolidine-1-carboxylate